FC(OC1=CC=C(C=C1)C1=CC=C2CCC3(C(C2=C1)NC(O[C@@H]1CN2CCC1CC2)=O)CC3)F (S)-quinuclidin-3-yl (7'-(4-(difluoromethoxy)phenyl)-3',4'-dihydro-1'H-spiro[cyclopropane-1,2'-naphthalen]-1'-yl)carbamate